(((1r,4r)-4-aminocyclohexyl) methyl) carbamate C(N)(OCC1CCC(CC1)N)=O